4-(((cis)-4-(3,4-dichlorophenyl)cyclohexyl)oxy)-1H-1,2,3-triazole-5-carboxylic acid ClC=1C=C(C=CC1Cl)[C@H]1CC[C@H](CC1)OC=1N=NNC1C(=O)O